tert-butyl (6aS,8S)-2-chloro-8-hydroxy-6a,7,8,9-tetrahydropyrrolo[1',2':4,5]pyrazino[2,3-c]pyridazine-5(6H)-carboxylate ClC=1C=C2C(=NN1)N(C[C@H]1N2C[C@H](C1)O)C(=O)OC(C)(C)C